(5-(naphthalen-2-yl)-1H-pyrrolo[3,2-b]pyridin-2-yl)(piperidin-1-yl)methanone C1=C(C=CC2=CC=CC=C12)C1=CC=C2C(=N1)C=C(N2)C(=O)N2CCCCC2